NCOC1=CC=CC=C1 2-aminomethoxybenzene